(2S,3R)-N-(4-(2,6-dimethoxyphenyl)-5-(2-oxoindolin-4-yl)-4H-1,2,4-triazol-3-yl)-3-(5-methylpyrimidin-2-yl)butane-2-sulfonamide COC1=C(C(=CC=C1)OC)N1C(=NN=C1C1=C2CC(NC2=CC=C1)=O)NS(=O)(=O)[C@@H](C)[C@H](C)C1=NC=C(C=N1)C